FC(C=1C(N(C=C(C1)CC=O)C(C(=O)OCC)CC(C)C)=O)F Ethyl 2-(3-(difluoromethyl)-2-oxo-5-(2-oxoethyl) pyridin-1(2H)-yl)-4-methylpentanoate